C(C)(C)(C)[C@]1([C@@](N(CC1)C(=O)OCC12CCCN2CC(C1)=CCC(C)C)(C(=O)O)C)O (2-(3-methylbutylidene)tetrahydro-1H-pyrrolizin-7a(5H)-yl)methanol 1-(tert-butyl)2-methyl-(2R,3R)-3-hydroxypyrrolidine-1,2-dicarboxylate